ClC1=C(C(=O)Cl)C=C(C(=C1OC)OC)F 2-chloro-5-fluoro-3,4-dimethoxybenzoyl chloride